ClC1=C2N=CN(C2=NC=N1)C1=CC=C(C=O)C=C1 4-(6-chloro-9H-purin-9-yl)benzaldehyde